C(C)C1=CC2=C(C=N1)N(C(=N2)C=2C(=C(C(=C(C2)OC)O)O)F)C2(COC2)C 4-(6-ethyl-3-(3-methyloxetan-3-yl)-3H-imidazo[4,5-c]pyridin-2-yl)-3-fluoro-6-methoxybenzene-1,2-diol